3,7,11-trimethyldodeca-1,6,10-triene CC(C=C)CCC=C(CCC=C(C)C)C